2-(4-isopropylphenyl)-1,3-dioxan C(C)(C)C1=CC=C(C=C1)C1OCCCO1